ClC=1C2=C(C(N(C1)C)=O)C(=C(N2)C2=CC(=NC=C2)NC(CC2=CC=C(C=C2)F)=O)C2=CC=CC=C2 N-[4-(7-chloro-5-methyl-4-oxo-3-phenyl-4,5-dihydro-1H-pyrrolo[3,2-c]pyridin-2-yl)pyridin-2-yl]-2-(4-fluorophenyl)acetamide